2,4-bis(methylamino)-2,4,6,8-tetramethylcyclotetrasiloxane CN[Si]1(O[SiH](O[SiH](O[Si](O1)(C)NC)C)C)C